O1C(=CC=C1)C1=NC(=NC(=C1)C(F)(F)F)SCC(=O)NC1=NOC(=C1)C 2-((4-(furan-2-yl)-6-(trifluoromethyl)pyrimidin-2-yl)thio)-N-(5-methylisoxazol-3-yl)acetamide